N-(2-(((1R,2R)-2-hydroxycyclopentyl)methyl)-6-morpholino-1-oxoisoindolin-5-yl)pyrazolo[1,5-a]pyrimidine-3-carboxamide O[C@H]1[C@H](CCC1)CN1C(C2=CC(=C(C=C2C1)NC(=O)C=1C=NN2C1N=CC=C2)N2CCOCC2)=O